FC=1C(=C(C=CC1F)[C@H]1[C@@H](O[C@@](C1)(C)COC)C(=O)NC1=CC(=NC=C1)C(=O)N)OC |&1:11| rac-4-((2R,3S)-3-(3,4-difluoro-2-methoxyphenyl)-5-(methoxymethyl)-5-methyltetrahydrofuran-2-carboxamido)picolinamide